C(C)(C)C1=C(C(=CC=C1)C(C)C)C=1C=CC2=C(N=C(S2)N)C1C1=C(C=C(C=C1C)C)C (2,6-diisopropylphenyl)-4-mesitylbenzothiazol-2-amine